6-(trifluoromethyl)-1-(4-(trifluoromethyl)phenyl)imidazo[1,5-a]pyridine FC(C=1C=CC=2N(C1)C=NC2C2=CC=C(C=C2)C(F)(F)F)(F)F